C(N)(=O)C1(COC1)NC(=O)C1=C(OC2=C1C=C(C=C2)OCC=2C(=NC=CC2)O)C N-(3-carbamoyloxetan-3-yl)-5-((2-hydroxypyridin-3-yl)methoxy)-2-methylbenzofuran-3-carboxamide